N-[2-(3-bromophenyl)ethyl]-8-fluoro-7-iodo-2-(methylsulfanyl)pyrido[4,3-d]pyrimidin-5-amine BrC=1C=C(C=CC1)CCNC1=NC(=C(C=2N=C(N=CC21)SC)F)I